((E)-2-((2R,3S,4R,5R)-4-allyl-5-(3-benzoyl-2,4-dioxo-3,4-dihydropyrimidin-1(2H)-yl)-3-hydroxytetrahydrofuran-2-yl)vinyl)phosphonic acid dimethyl ester COP(OC)(=O)\C=C\[C@H]1O[C@H]([C@@H]([C@@H]1O)CC=C)N1C(N(C(C=C1)=O)C(C1=CC=CC=C1)=O)=O